CC1=C(C(=CC=C1)C)C1=NC(=NC(=C1)OC1=CC(=CC=C1)C1CNCCC1)NS(=O)(=O)C=1C=NN(C1)C N-[4-(2,6-dimethylphenyl)-6-[3-(3-piperidyl)phenoxy]pyrimidin-2-yl]-1-methyl-pyrazole-4-sulfonamide